C1(CC1)N1C(=NC=2C1=C1C(=NC2)N(C=C1)S(=O)(=O)C1=CC=C(C)C=C1)C1=CC=C(O1)C=O 5-(1-cyclopropyl-6-tosyl-1,6-dihydroimidazo[4,5-d]pyrrolo[2,3-b]pyridin-2-yl)furan-2-carbaldehyde